ClC=1C=C(C=CC1C)C(N1C[C@@H](N(C[C@H]1C)C1=CC(N(C=2C=CC(=NC12)C#N)C)=O)C)C1=NC=C(C=C1)C 8-((2s,5r)-4-((3-chloro-4-methylphenyl)(5-methylpyridin-2-yl)methyl)-2,5-dimethylpiperazin-1-yl)-5-methyl-6-oxo-5,6-dihydro-1,5-naphthyridine-2-carbonitrile